2-((1H-benzo[d][1,2,3]triazol-5-yl)methyl)-3-((2-cyano-4-methylpyridin-3-yl)methyl)-1-oxoisoindoline-5-carbonitrile N1N=NC2=C1C=CC(=C2)CN2C(C1=CC=C(C=C1C2CC=2C(=NC=CC2C)C#N)C#N)=O